C(C)(C)(C)NC1=CC(=C2C(=N1)C=C(S2)C=2C=NN(C2)C)NCCCO 3-((5-(tert-butylamino)-2-(1-methyl-1H-pyrazol-4-yl)thieno[3,2-b]pyridin-7-yl)amino)-1-propanol